[Sn].COC1COC2=CC=CC=C2C1 3-methoxychromane tin